OCCN(CCO)CC=1C=C(C=C(C1)CCP([O-])([O-])=O)CCP([O-])([O-])=O.[Na+].[Na+].[Na+].[Na+] sodium ((5-((bis(2-hydroxyethyl)amino)methyl)-1,3-phenylene)bis(ethane-2,1-diyl))bis(phosphonate)